ClC1=CC2=C(C3=C(S2)C=CC(=C3)N(C3=CC=CC=C3)C3=CC=CC=C3)C=C1 7-chloro-N,N-diphenyl-dibenzo[b,d]thiophene-2-amine